OC(CC1=CC=C(C=C1)C[C@H](C=O)C)(C)C |r| (±)-3-[4-(2-hydroxy-2-methylpropyl)phenyl]-2-methylpropanal